NC=1N=NC(=CC1NC12CC(C1)(C2)C(=O)N)C2=C(C=CC=C2)O 3-[[3-amino-6-(2-hydroxyphenyl)pyridazin-4-yl]amino]bicyclo[1.1.1]pentane-1-carboxamide